C(COCC(=O)[O-])(=O)OC=1[C-]=NC1.[K+].[K+] potassium azetidyl diglycolate